CC(CN1N=C(C=C1)S(NC(NC1=C2CCCC2=CC(=C1C1=CC(=NC=C1)OC1CCN(CC1)C)C)=O)(=O)=O)(C)B(O)O (2-methyl-1-(3-(N-((6-methyl-5-(2-((1-methylpiperidin-4-yl)oxy)pyridin-4-yl)-2,3-dihydro-1H-inden-4-yl)carbamoyl)sulfamoyl)-1H-pyrazol-1-yl)propan-2-yl)boronic acid